tert-Butyl 4-[[6-(6,8-dioxo-2,7-diazaspiro[4.6]undecan-2-yl)pyridin-3-yl]methyl]piperazine-1-carboxylate O=C1C2(CCN(C2)C2=CC=C(C=N2)CN2CCN(CC2)C(=O)OC(C)(C)C)CCCC(N1)=O